OC1=CC(=CC=2N(C(=NC21)C)S(=O)(=O)C)C(=O)N(C)C 4-hydroxy-N,N,2-trimethyl-1-(methylsulfonyl)-1H-benzo[d]imidazole-6-carboxamide